1-[4-(2,3-Dihydro-1-benzofuran-5-yl)piperidin-1-yl]-2-{3-[(2R,6S)-2,6-dimethylmorpholin-4-carbonyl]-5,6-dihydrocyclopenta[c]pyrazol-1(4H)-yl}ethan-1-on O1CCC2=C1C=CC(=C2)C2CCN(CC2)C(CN2N=C(C1=C2CCC1)C(=O)N1C[C@H](O[C@H](C1)C)C)=O